C12=CC(=CC=C1)S2 1,3-phenylenesulfide